OCCN1C(=O)N(C(=O)N(C1=O)CCO)CCO 1,3,5-tris(2-Hydroxyethyl)isocyanuric acid